C(C)(C)(C)OC(=O)N[C@@H](CC(=O)OC)C methyl (R)-3-((tert-butoxycarbonyl)amino)butanoate